C(C)(=O)C1=NN(C2=CC=C(C=C12)C=1C=NC=2N(C1)N=C(C2)C)CC(=O)N2[C@@H](C[C@H](C2)F)C(=O)NC2=NC(=CC=C2)C#N (2S,4R)-1-(2-(3-acetyl-5-(2-methylpyrazolo[1,5-a]pyrimidin-6-yl)-1H-indazol-1-yl)acetyl)-N-(6-cyanopyridin-2-yl)-4-fluoropyrrolidine-2-carboxamide